methyl 2-(2-oxo-6-(trifluoromethoxy)quinolin-1(2H)-yl)acetate O=C1N(C2=CC=C(C=C2C=C1)OC(F)(F)F)CC(=O)OC